acridinylboric acid C1(=CC=CC2=NC3=CC=CC=C3C=C12)OB(O)O